6-methoxy-1,2-benzenediol COC=1C=CC=C(C1O)O